C(C)(C)(C)C1=CC=CC(=N1)C1=C(C=CC(=C1)C1=NN=C(N1)C)C(=O)N1CCC(CC1)(F)F [2-(6-tert-butyl-2-pyridyl)-4-(5-methyl-4H-1,2,4-triazol-3-yl)phenyl]-(4,4-difluoro-1-piperidyl)methanone